pyrazolinyl-sulfonium N1(NC=CC1)[SH2+]